COC(=O)C1=NN(C=C1)C1=CNC(C=C1)=O 1-(6-oxo-1,6-dihydropyridin-3-yl)-1H-pyrazole-3-carboxylic acid methyl ester